magnesium oxide, sodium salt [Na+].[O-2].[Mg+2]